FC(C1=CC=C(C=C1)/C=C/C(C)=O)(F)F (E)-4-(4-trifluoromethylphenyl)but-3-en-2-one